triisopropyl-[(2S)-2-phenyl-2-tetrahydropyran-2-yloxy-ethoxy]silane C(C)(C)[Si](OC[C@@H](OC1OCCCC1)C1=CC=CC=C1)(C(C)C)C(C)C